[N-](S(=O)(=O)C(F)(F)F)S(=O)(=O)C(F)(F)F.C(C=C)C=1NC=CN1 allyl-imidazole bis(trifluoromethanesulfonyl)imide salt